1-(2-(4-(cyclobutylmethyl)-3-oxo-3,4-dihydro-2H-benzo[b][1,4]oxazin-7-yl)thiazol-4-yl)-3-(1-methylpiperidin-3-yl)urea C1(CCC1)CN1C2=C(OCC1=O)C=C(C=C2)C=2SC=C(N2)NC(=O)NC2CN(CCC2)C